N-hydroxy-2-(4-((3-isopropyl-1-tosyl-1H-pyrrolo[3,2-b]pyridin-5-yl)methyl)-2,3,5-trimethylphenoxy)acetimidamide ONC(COC1=C(C(=C(C(=C1)C)CC1=CC=C2C(=N1)C(=CN2S(=O)(=O)C2=CC=C(C)C=C2)C(C)C)C)C)=N